acryloylmorpholine C=CC(=O)N1CCOCC1